C(=O)N(C(OC(C)(C)C)=O)CC1=CC=C(C=C1)O TERT-BUTYL FORMYL(4-HYDROXYPHENYL)METHYLCARBAMATE